C(C)[C@@H]1[C@H]([C@H]2[C@@H]3CC[C@H]([C@@H](CCC(=O)OCC)C)[C@]3(CC[C@@H]2[C@]2(CCC(C=C12)=O)C)C)O ethyl (6β,7α)-6-ethyl-7-hydroxy-3-oxo-4-cholen-24-oate